C(=O)C1=CC(=CS1)C1=CC(=CC=2C=COC21)COC2=C(C=CC=C2)CC(=O)OCC ethyl 2-(2-((7-(5-formylthiophen-3-yl)benzofuran-5-yl)methoxy)phenyl)acetate